Cl.Cl.N[C@H](C(=O)N1C2C(CC1)C(NC2)(C(=O)O)CCCCB(O)O)C 1-((S)-2-aminopropionyl)-4-(4-dihydroxyboryl-butyl)octahydropyrrolo[3,4-b]pyrrole-4-carboxylic acid dihydrochloride